1-(4-hydroxyphenyl)-3-(4-methoxyphenyl)-2-propen-1-one OC1=CC=C(C=C1)C(C=CC1=CC=C(C=C1)OC)=O